magnesium-indium-zinc oxide [O-2].[Zn+2].[In+3].[Mg+2]